6-acetyl-2-azaspiro[3.3]heptane-2-carboxylic acid tert-butyl ester C(C)(C)(C)OC(=O)N1CC2(C1)CC(C2)C(C)=O